1-(3-bromo-1-(tetrahydro-2H-pyran-2-yl)-1H-1,2,4-triazol-5-yl)-3-((tert-butyldimethylsilyl)oxy)-3-(5-fluoropyridin-3-yl)propyl pivalate C(C(C)(C)C)(=O)OC(CC(C=1C=NC=C(C1)F)O[Si](C)(C)C(C)(C)C)C1=NC(=NN1C1OCCCC1)Br